(3,5-dichloro-4-(4-hydroxy-3-isopropylbenzyl)phenyl)glycine ClC=1C=C(C=C(C1CC1=CC(=C(C=C1)O)C(C)C)Cl)NCC(=O)O